The molecule is a member of the class of morpholines that is morpholine substituted by a 3-aminopropyl group a the N atom. It is a member of morpholines and a primary amino compound. It derives from a morpholine. C1COCCN1CCCN